O1C=NCC2=C1C=CC=C2 4H-[1,3]benzoxazine